NC1=C(N(C2=CC(=CC=C12)C#N)CC1=CC=C(C=C1)OC1=CC=CC=C1)C(=O)NC1CCC(CC1)NC(OC(C)(C)C)=O tert-Butyl ((1r,4r)-4-(3-amino-6-cyano-1-(4-phenoxybenzyl)-1H-indole-2-carboxamido)-cyclohexyl)carbamate